C(CCCCCCCCCCCC)S(=O)(=O)[O-].[Na+] Sodium tridecyl-sulfonate